BrC1=CC=C2N=CC(=NC2=C1)C(C)NC(=O)C1CCOCC1 N-(1-(7-bromoquinoxalin-2-yl)ethyl)tetrahydro-2H-pyran-4-formamide